C(CCCCCCCCC)OC1=CC=C(C(=O)O)C=C1 4-(decyloxy)benzoic acid